N([C@@H](CCCNC(N)=N)C(=O)O)C(C(=O)O)CC(=O)O.N[C@@H](CCCNC(N)=N)C(=O)O arginine Argininosuccinate